FC(OC=1C=C(CCC2=C(OC(CC(C)OCF)N(C)C)C=CC=C2)C=CC1)F (2-(3-(difluoromethoxy)phenethyl)phenoxy)-3-(fluoromethoxy)-N,N-dimethylbutan-1-amine